4-Methacryloyloxyethoxy-benzophenon C(C(=C)C)(=O)OCCOC1=CC=C(C(=O)C2=CC=CC=C2)C=C1